2,2'-isopropylidenebis(4-benzyl-2-oxazoline) C(C)(C)(C=1OCC(N1)CC1=CC=CC=C1)C=1OCC(N1)CC1=CC=CC=C1